2-[4-[4-[(E)-2-(2-Amino-4-pyridyl)vinyl]pyrimidin-2-yl]pyrimidin-2-yl]-N-methyl-isoindoline-5-carboxamide NC1=NC=CC(=C1)/C=C/C1=NC(=NC=C1)C1=NC(=NC=C1)N1CC2=CC=C(C=C2C1)C(=O)NC